ClC1=CC=C(OCCCC(C(=O)N2C(CN(CC2)S(=O)(=O)C2=CC=C(C(=O)O)C=C2)C)(C)C)C=C1 4-((4-(5-(4-chlorophenoxy)-2,2-dimethylpentanoyl)-3-methylpiperazin-1-yl)sulfonyl)benzoic acid